FC(C1=C(C=CC=C1)C1=CC=CC=N1)(F)F 6-(2-trifluoromethylphenyl)pyridine